N-[(2R)-2-aminopropyl]-4-[4-[[3-[4-(difluoromethoxy)phenyl]imidazo[1,2-a]pyrazin-8-yl]amino]-2-methyl-benzoyl]piperazine-1-carboxamide hydrochloride Cl.N[C@@H](CNC(=O)N1CCN(CC1)C(C1=C(C=C(C=C1)NC=1C=2N(C=CN1)C(=CN2)C2=CC=C(C=C2)OC(F)F)C)=O)C